NC=1N=C(C2=C(N1)C=NN2CC=2C=C(C=CC2OC)CO)N[C@H](CCO[Si](C2=CC=CC=C2)(C2=CC=CC=C2)C(C)(C)C)CCC (S)-(3-((5-amino-7-((1-((tert-butyldiphenylsilyl)oxy)hexan-3-yl)amino)-1H-pyrazolo[4,3-d]pyrimidin-1-yl)methyl)-4-methoxyphenyl)methanol